(8R)-6-Benzyl-13-(2,6-dimethylphenyl)-10-oxa-17λ6-thia-3,6,14,16,23-pentaazatetracyclo[16.3.1.111,15.03,8]tricosa-1(21),11,13,15(23),18(22),19-hexaene-2,17,17-trione C(C1=CC=CC=C1)N1CCN2C(C3=CC=CC(S(NC=4N=C(C=C(OC[C@H]2C1)N4)C4=C(C=CC=C4C)C)(=O)=O)=C3)=O